COC=1C=C2\C(\C(N(C2=CC1)C)=O)=C\1/C(NC2=CC=CC=C12)=O (E)-5-methoxy-1-methyl-[3,3'-biindolinylidene]-2,2'-dione